5-((6-(dimethylamino)pyridin-2-yl)methoxy)-2-methylbenzofuran CN(C1=CC=CC(=N1)COC=1C=CC2=C(C=C(O2)C)C1)C